FC1=C(C=CC(=C1)OC1=CC(=NC=C1)N1C[C@@H]2[C@H](C1)COC2)NC2=NC=NC1=CC(=C(C=C21)NC2CCN(CC2)C(C=C)=O)OC 1-(4-((4-((2-fluoro-4-((2-((3aR,6aS)-tetrahydro-1H-furo[3,4-c]pyrrol-5(3H)-yl)pyridin-4-yl)oxy)phenyl)amino)-7-methoxyquinazolin-6-yl)amino)piperidin-1-yl)prop-2-en-1-one